4,4'-((1E,1'E)-naphthalene-2,6-diylbis(ethene-2,1-diyl))bis(N,N-diphenylaniline) C1=C(C=CC2=CC(=CC=C12)/C=C/C1=CC=C(N(C2=CC=CC=C2)C2=CC=CC=C2)C=C1)/C=C/C1=CC=C(N(C2=CC=CC=C2)C2=CC=CC=C2)C=C1